The molecule is a polyunsaturated fatty aldehyde that is hexadecadienal in which the two double bonds are located at positions 10 and 12 (the 10Z,12E-geoisomer). CCC/C=C/C=C\\CCCCCCCCC=O